COC1=C(C(=NC=C1C)CS(=O)C1=NC2=C(N1)C=CC(=C2)OC(C(C)Cl)=O)C 2-Chloropropionic acid 2-(((4-methoxy-3,5-dimethylpyridin-2-yl) methyl) sulfinyl)-1H-benzo[d]imidazol-5-yl ester